sulfodiphenylethylene S(=O)(=O)(O)C(=CC1=CC=CC=C1)C1=CC=CC=C1